alpha-methyl-D-propargylglycine ethyl ester C(C)OC(C(N)(CC#C)C)=O